C12(CC3CC(CC(C1)C3)C2)CCCCCCCCCSC2=C3CN(C(C3=CC=C2)=O)C2C(NC(CC2)=O)=O 3-(4-((9-(adamantan-1-yl)nonyl)thio)-1-oxoisoindolin-2-yl)piperidine-2,6-dione